CC1=NN(C(=C1)C)C=1C=C(C=CC1)C1=CN=C2N1C=CC(=C2)C(=O)N[C@@H]2C[C@H](CCC2)CC(N)=O 3-(3-(3,5-dimethyl-1H-pyrazol-1-yl)phenyl)-N-((1S,3S)-3-(carbamoylmethyl)cyclohexyl)imidazo[1,2-a]pyridine-7-carboxamide